NC(C)SCC(CCl)=O 1-((1-aminoethyl)thio)-3-chloropropan-2-one